NC(CC(=O)O)C(NC(C)CCCCCCC)=O 3-amino-3-[(non-2-yl)carbamoyl]propanoic acid